(E)-4-(3-(4-chlorophenyl)pent-2-en-1-yl)-N-cyclohexylpiperazine-1-carboxamide ClC1=CC=C(C=C1)/C(=C/CN1CCN(CC1)C(=O)NC1CCCCC1)/CC